5-cyclopropyl-4-[[3-(trifluoromethyl)phenyl]methyl]-2-[3-(trifluoromethyl)-1H-pyrazol-1-yl]pyrimidine C1(CC1)C=1C(=NC(=NC1)N1N=C(C=C1)C(F)(F)F)CC1=CC(=CC=C1)C(F)(F)F